2-(2-Chlorophenyl)-6-methoxy-1-(3-phenylpropyl)-1H-benzo[d]imidazole ClC1=C(C=CC=C1)C1=NC2=C(N1CCCC1=CC=CC=C1)C=C(C=C2)OC